C(C)(=O)OCC(CCC)NC(=O)C(CC(=O)O)N 3-{[1-(Acetyloxy)pent-2-yl]carbamoyl}-3-aminopropionic acid